methylolvinyl-urea C(O)C=CNC(=O)N